azepane-3-carbonitrile hydrochloride Cl.N1CC(CCCC1)C#N